C(C)(C)(C)OC1=NC(=CC(=C1)C1=NC(=NC=C1)NC1=CC=CC=C1)C1=C(C=CC=C1)Cl 4-[2-tert-butoxy-6-(2-chlorophenyl)-4-pyridinyl]-N-phenyl-pyrimidin-2-amine